C1(CCC1)NC1=NC=C2N=C(N(C2=N1)C1CCC(CC1)C(=O)N)NC1=C(C=C(C=C1F)F)F (1s,4s)-4-(2-(cyclobutylamino)-8-(2,4,6-trifluorophenylamino)-9H-purin-9-yl)cyclohexanecarboxamide